1-(2-((2S,4R)-4-fluoro-2-(6-methylpyridin-2-ylcarbamoyl)pyrrolidin-1-yl)-2-oxoethyl)-5-(2-methylpyrazolo[1,5-a]pyrimidin-6-yl)-1H-pyrazolo[3,4-d]thiazole-3-carboxamide F[C@@H]1C[C@H](N(C1)C(CN1N=C(C2=C1N=C(S2)C=2C=NC=1N(C2)N=C(C1)C)C(=O)N)=O)C(NC1=NC(=CC=C1)C)=O